NCCNCCC[Si](OC)(OC)OC N-(2-aminoethyl)-3-aminopropyltrimethyl-Oxysilane